N1(CCC2=NC=C(C=C21)C(=O)OC)C(=O)OC(C)(C)C 1-(tert-Butyl) 6-methyl 2,3-dihydro-1H-pyrrolo[3,2-b]pyridine-1,6-dicarboxylate